C1(=CC=CC=C1)C(N1CC(C1)O)C1=CC=CC=C1 1-(diphenylmethyl)-3-hydroxyazetidine